tert-butyl (3-((6-chloro-1H-pyrazolo[3,4-d]pyrimidin-1-yl)methyl)cyclobutyl)carbamate ClC1=NC=C2C(=N1)N(N=C2)CC2CC(C2)NC(OC(C)(C)C)=O